C(C)N1N(C2=NC=NC=C2C1=O)C1=NC(=CC=C1)C(C)(C)O 2-ethyl-1-(6-(2-hydroxypropan-2-yl)pyridin-2-yl)-1,2-dihydro-3H-pyrazolo[3,4-d]pyrimidin-3-one